SCC[N+](C)(C)C Thiocholin